Cl\C=C/Cl 2-cis-dichloroethylene